N,N-diethyl-3-methoxyaniline C(C)N(C1=CC(=CC=C1)OC)CC